(2-allylphenyl) ethyl phosphite P(OC1=C(C=CC=C1)CC=C)(OCC)[O-]